(S)-2,2-difluoro-1-phenylethyl (4-(5-((tert-butoxycarbonyl)amino)pyridin-2-yl)-1-methyl-1H-1,2,3-triazol-5-yl)carbamate C(C)(C)(C)OC(=O)NC=1C=CC(=NC1)C=1N=NN(C1NC(O[C@H](C(F)F)C1=CC=CC=C1)=O)C